NC1=NC=2C=C(C(=CC2C2=C1COC2)C(=O)N(CC=2C=CC1=C(CC3(CCN(CC3)C)O1)C2)CC2CC2)F 4-amino-N-(cyclopropylmethyl)-7-fluoro-N-((1'-methyl-3H-spiro[benzofuran-2,4'-piperidin]-5-yl)methyl)-1,3-dihydrofuro[3,4-c]quinoline-8-carboxamide